COC=1C(=CC=2C(C3=C(N(C(C4=CC(=CC=C34)[N+](=O)[O-])=O)C)C2C1)=O)OC 8,9-dimethoxy-6-methyl-3-nitro-5H-indeno[1,2-c]isoquinoline-5,11(6H)-dione